3-(2,2-difluoroethyl)-2-(2,6-dimethylpyridin-4-yl)-1H-indole-5-carboxylic acid FC(CC1=C(NC2=CC=C(C=C12)C(=O)O)C1=CC(=NC(=C1)C)C)F